ClC1=C2C(=C(N=N1)C)C=NC(=C2)N2CCNCC2 1-Chloro-4-methyl-7-(piperazin-1-yl)pyrido[3,4-d]pyridazine